(Z)-1-(3-(5-(dimethylamino)-2-isopropylphenyl)-4-oxothiazolidin-2-ylidene)-3-(4-(1-(5-(trifluoromethyl)pyridin-2-yl)-1H-1,2,4-triazol-3-yl)phenyl)urea CN(C=1C=CC(=C(C1)N1/C(/SCC1=O)=N/C(=O)NC1=CC=C(C=C1)C1=NN(C=N1)C1=NC=C(C=C1)C(F)(F)F)C(C)C)C